N1(CCCCCC1)C1=CC(=C(C=C(C#N)C#N)C=C1)C 2-(4-(azepan-1-yl)-2-methylbenzylidene)malononitrile